2-((3AS,4S,6R,6aR)-6-(aminomethyl)-2,2-dimethyltetrahydrofurano[3,4-d][1,3]dioxol-4-yl)acetic acid NC[C@H]1O[C@H]([C@H]2[C@@H]1OC(O2)(C)C)CC(=O)O